CN1CCN(CC1)C bis(methyl)piperazine